1H-indole-4-amid N1C=CC=2C(=CC=CC12)C(=O)N